N1(N=CC=C1)C=1SC=CC1NC(CC1=CC=C(C=C1)OC)=O N-(2-(1H-pyrazol-1-yl)thiophen-3-yl)-2-(4-methoxyphenyl)-acetamide